FC=1C=C2C(CCOC2=CC1F)NC(=O)C1=CC=NC=2N1N=C(C2C(=O)N)COC N7-(6,7-difluorochroman-4-yl)-2-(methoxymethyl)pyrazolo[1,5-a]pyrimidine-3,7-dicarboxamide